1-(5-Bromo-1-methylisoindolin-2-yl)pentan-1-one BrC=1C=C2CN(C(C2=CC1)C)C(CCCC)=O